n-(2-acetamido)-2-iminodiacetic acid C(C(=O)N)N(CC(=O)O)CC(=O)O